(S)-3-(2-(difluoromethoxy)phenyl)-6-(2-((S)-3-oxohexahydroimidazo[1,5-a]pyrazin-7(1H)-yl)pyrimidin-5-yl)-2,3-dihydropyrazolo[1,2-a]indazol-9(1H)-one FC(OC1=C(C=CC=C1)[C@@H]1CCN2N1C=1C=C(C=CC1C2=O)C=2C=NC(=NC2)N2C[C@H]1N(CC2)C(NC1)=O)F